methyl 2-((4-(2-(4-cyano-2-fluorophenyl)-2-methylbenzo[d][1,3]dioxol-4-yl)piperidin-1-yl)methyl)-1-(((S)-oxetan-2-yl)methyl)-1H-thieno[2,3-d]imidazole-5-carboxylate C(#N)C1=CC(=C(C=C1)C1(OC2=C(O1)C=CC=C2C2CCN(CC2)CC=2N(C1=C(N2)SC(=C1)C(=O)OC)C[C@H]1OCC1)C)F